N-(benzylsulfonyl)-4-(2,6-dimethoxyphenyl)-5-(2-methoxyoxazol-4-yl)-4H-1,2,4-triazole-3-carboxamide C(C1=CC=CC=C1)S(=O)(=O)NC(=O)C1=NN=C(N1C1=C(C=CC=C1OC)OC)C=1N=C(OC1)OC